FC=1C=C(C=NC1)C1=NC(=C2N=CN(C2=N1)C1C(C(C(O1)C(=O)NC)O)O)NCC1=CC(=CC=C1)OC 5-(2-(5-fluoropyridin-3-yl)-6-((3-methoxybenzyl)amino)-9H-purin-9-yl)-3,4-dihydroxyl-N-methyltetrahydrofuran-2-carboxamide